(S)-5-azido-2-(((benzyloxy)carbonyl)amino)pentanoic acid N(=[N+]=[N-])CCC[C@@H](C(=O)O)NC(=O)OCC1=CC=CC=C1